(E)-4-(3-oxa-6-azabicyclo[3.1.1]heptan-6-yl)-N-(4-((5-(furan-2-yl)-2-methoxyphenyl)amino)-7-methoxy-quinazolin-6-yl)but-2-enamide C12COCC(N1C/C=C/C(=O)NC=1C=C3C(=NC=NC3=CC1OC)NC1=C(C=CC(=C1)C=1OC=CC1)OC)C2